FC1=CC=C(C=C1)C=1C=C2C(=NC=NC2=C(C1)S(=O)(=O)N)N[C@H](C)C=1C=NC(=NC1)C(F)(F)F (R)-6-(4-fluorophenyl)-4-((1-(2-(trifluoromethyl)pyrimidin-5-yl)ethyl)amino)quinazoline-8-sulfonamide